COC=1C=C(C=C(C1OC)OC)P(C1=CC(=C(C(=C1)OC)OC)OC)C1=CC(=C(C(=C1)OC)OC)OC tris(3,4,5-trimethoxyphenyl)phosphine